11-[[[(3S)-1-(6-amino-3-pyridyl)-3-piperidyl]-[(2-methoxy-4-pyridyl)methyl]amino]methyl]-6,7-difluoro-2-isopropyl-4-oxa-1-azatricyclo[7.3.1.05,13]trideca-5(13),6,8,11-tetraen-10-one NC1=CC=C(C=N1)N1C[C@H](CCC1)N(CC1=CC(=NC=C1)OC)CC=1C(C2=CC(=C(C=3OCC(N(C1)C32)C(C)C)F)F)=O